BrC=1C=C(C#N)C=C(C1)C(F)(F)F 3-bromo-5-(trifluoro-methyl)benzonitrile